ClC1=CC(=CN1C1=NC=C(C=N1)F)C(=O)NC1=CC(=CC(=C1)S(=O)(=O)C)Cl 5-chloro-N-(3-chloro-5-(methylsulfonyl)phenyl)-1-(5-fluoropyrimidin-2-yl)-1H-pyrrole-3-carboxamide